FC=1C=CC(=C(C1)C(C(=O)O)N1COC2=C(C1=O)C=CC(=C2)I)OC 2-(5-Fluoro-2-methoxyphenyl)-2-(7-iodo-4-oxo-2H-benzo[e][1,3]oxazin-3(4H)-yl)acetic acid